C1(=CC=CC=C1)CC(=O)NC1CC(C1)N1C2=NC=NC=C2N=C1 9-((1s,3s)-3-(2-phenylacetamido)cyclobutyl)-9H-purine